BrC=1C=C(C=CC1)[C@@]1(O[C@@H](C1)C)C1=NN=CN1C 3-((2r,4r)-2-(3-bromophenyl)-4-methyloxetan-2-yl)-4-methyl-4H-1,2,4-triazole